[6-(4-bromophenyl)pyridazin-3-yl]-(3-methylsulfonylazetidin-1-yl)methanone BrC1=CC=C(C=C1)C1=CC=C(N=N1)C(=O)N1CC(C1)S(=O)(=O)C